5-(Benzo[d]thiazol-6-yl)-1-(6-methylpyridin-2-yl)-N-(4-(methylthio)phenyl)-1H-pyrazol-3-carboxyamid S1C=NC2=C1C=C(C=C2)C2=CC(=NN2C2=NC(=CC=C2)C)CC(=O)NC2=CC=C(C=C2)SC